N-(2-(methylamino)-4-((4-(trifluoromethyl)benzyl)amino)phenyl)octanamide CNC1=C(C=CC(=C1)NCC1=CC=C(C=C1)C(F)(F)F)NC(CCCCCCC)=O